BrC1=CC=C2C(C=3C(=NC(=CC3)Cl)C2=C1)(C)C 8-bromo-2-chloro-5,5-dimethyl-5H-indeno[1,2-b]pyridine